3-chloro-N-((1R,2R,4S)-7-cyano-7-azabicyclo[2.2.1]heptan-2-yl)-3'-(1-cyanocyclobutyl)[biphenyl]-4-carboxamide ClC=1C=C(C=CC1C(=O)N[C@H]1[C@H]2CC[C@@H](C1)N2C#N)C2=CC(=CC=C2)C2(CCC2)C#N